tert-butyl (2-((2-methoxyphenyl)amino)-7-oxo-8-phenyl-7,8-dihydropyrido[2,3-d]pyrimidin-5-yl)carbamate COC1=C(C=CC=C1)NC=1N=CC2=C(N1)N(C(C=C2NC(OC(C)(C)C)=O)=O)C2=CC=CC=C2